COC=O.OC1=CC=CC=C1 p-hydroxybenzene methyl-formate